FC=1C=C2C(=NN(C2=CC1F)C1OCCCC1)C1=CC=C(C(=N1)C)NC(OC(C)(C)C)=O tert-butyl N-[6-[5,6-difluoro-1-(oxan-2-yl)indazol-3-yl]-2-methylpyridin-3-yl]carbamate